ClC=1C=C(C(=O)NCC2CCN(CC2)CC(=O)O[Li])C=C(C1)F [2-[4-[[(3-chloro-5-fluoro-benzoyl)amino]methyl]-1-piperidyl]acetyl]oxylithium